O[C@H]1[C@@H](CCCC1)NC=1N=NC(=C(N1)C)C=1C=C(C=C(C1)C(F)(F)F)O 3-((((1R,2R)-2-hydroxycyclohexyl)amino)-5-methyl-1,2,4-triazin-6-yl)-5-(trifluoromethyl)phenol